FC1=CC=C2C=C(N(C2=C1)CCOC)C=O 6-fluoro-1-(2-methoxyethyl)-1H-indole-2-carbaldehyde